FC=1C=NC=C(C1N1C(N(C=2C=NC=3C=C(C(=CC3C21)C=2C=NC(=CC2)OC)OC)C)=O)OC 1-(3-Fluoro-5-methoxypyridin-4-yl)-7-methoxy-8-(6-methoxy-pyridin-3-yl)-3-methyl-1,3-dihydroimidazo[4,5-c]quinolin-2-one